ClC1=C(OC(CO)CO)C=CC=C1 2-(2-chlorophenoxy)propane-1,3-diol